NC1=C2NC(N(C2=NC=N1)C1CNCCC1)=O 3-(6-amino-8-oxo-7,8-dihydro-9H-purine-9-yl)piperidine